2-(4-pyridyl)-4-tetrahydropyran-4-yl-5-(trifluoromethyl)-1H-pyrimidin-6-one N1=CC=C(C=C1)C=1NC(C(=C(N1)C1CCOCC1)C(F)(F)F)=O